9,9'-(5-(triphenylsilyl)-1,3-phenylene)bis(9H-carbazole) C1(=CC=CC=C1)[Si](C=1C=C(C=C(C1)N1C2=CC=CC=C2C=2C=CC=CC12)N1C2=CC=CC=C2C=2C=CC=CC12)(C1=CC=CC=C1)C1=CC=CC=C1